BrC1=CC2=C(N(C(=N2)N)C)C(=C1)F 5-bromo-7-fluoro-1-methyl-benzimidazol-2-amine